2-(acetylamino)ethylformamide C(C)(=O)NCCNC=O